1-(2-Chlorophenyl)-4-((isoxazol-5-ylmethyl)amino)-7-(trifluoromethyl)pyrido[2,3-d]pyrimidin-2(1H)-one ClC1=C(C=CC=C1)N1C(N=C(C2=C1N=C(C=C2)C(F)(F)F)NCC2=CC=NO2)=O